CNCCCC N-methyl-butylamine